cis-carbazone NNC(=O)N=N